tetraphenyl(m-phenylene) bisphosphate P(=O)(OC1=C(C(=C(C(=C1C1=CC=CC=C1)C1=CC=CC=C1)C1=CC=CC=C1)OP(=O)([O-])[O-])C1=CC=CC=C1)([O-])[O-]